C(=O)C1=CC=C(C=C1)CC(O)(C)C(C)(C)O 4-formylphenyl-pinacol